(1RS,3SR)-5'-Bromo-4'-chloro-3-methyl-1',2'-dihydrospiro[cyclopentane-1,3'-pyrrolo[2,3-b]pyridine]-3-carboxylic Acid BrC=1C(=C2C(=NC1)NC[C@]21C[C@](CC1)(C(=O)O)C)Cl |r|